3-(5-bromopyridin-3-yl)-N1-[(1s,2s)-2-hydroxycyclohexyl]-4-methylbenzene-1,3-dicarboxamide BrC=1C=C(C=NC1)C1(CC(=CC=C1C)C(=O)N[C@@H]1[C@H](CCCC1)O)C(=O)N